CC1=C(C2=CC3=C(C(=C([N-]3)C=C4[C@@](C(=O)C(=N4)C=C5[C@@](C(=O)C(=N5)C=C1[N-]2)(C)CC(=O)O)(C)CC(=O)O)C)/C=C/C(=O)O)CCC(=O)O.[Fe] The molecule is a ferroheme having four carboxy groups and oxo groups on two of the pyrrole rings. It is a ferroheme, a metallochlorin, a diketone and a tetracarboxylic acid. It is a conjugate acid of a ferroheme d1(4-).